C(C)C=1C(C=C(N2CCC3=C(C12)C=CC(=C3)OCC(F)(F)F)NCC3OCCC3)=O 1-ethyl-4-(tetrahydrofuran-2-ylmethylamino)-9-(2,2,2-trifluoroethoxy)-6,7-dihydrobenzo[a]quinolizin-2-one